C(C)(C)(C)C1=CC=C(C=C1)[SiH3] (4-(tert-butyl)phenyl)silane